5-((5's,7a'r)-3'-oxo-5'-phenyltetrahydro-3'h-spiro[piperidine-4,2'-pyrrolo[2,1-b]oxazol]-1-yl)-[1,2,4]triazolo[1,5-a]pyridine-8-carboxamide O=C1N2[C@H](OC13CCN(CC3)C3=CC=C(C=1N3N=CN1)C(=O)N)CC[C@H]2C2=CC=CC=C2